4-(FURFURYLAMINOCARBONYL)PHENYLBORONIC ACID C(C1=CC=CO1)NC(=O)C1=CC=C(C=C1)B(O)O